NC=1C(=NC(=CN1)C1=CC=C(C=C1)S(=O)(=O)CCN1CCN(CC1)C)C(=O)NC1=CC=CC=C1 3-amino-6-(4-((2-(4-methylpiperazin-1-yl)ethyl)sulphonyl)phenyl)-N-phenylpyrazine-2-carboxamide